ClC=1C=C(C=C(C1F)Cl)C1(CC(=NO1)C1=CC(=C(C(=O)N(C)C2=NN(C(=N2)C(C)(F)F)C)C=C1)C)C(F)(F)F 4-(5-(3,5-dichloro-4-fluorophenyl)-5-(trifluoromethyl)-4,5-dihydroisoxazol-3-yl)-N-(5-(1,1-difluoroethyl)-1-methyl-1H-1,2,4-triazol-3-yl)-N,2-dimethylbenzamide